BETA-NAPhTHYL ISOBUTYL ETHER C(C(C)C)OC1=CC2=CC=CC=C2C=C1